1-(5-Chloro-4,6-dimethylisoxazolo[5,4-b]pyridin-3-yl)-3-(2-(trifluoromethoxy)phenyl)urea ClC=1C(=C2C(=NC1C)ON=C2NC(=O)NC2=C(C=CC=C2)OC(F)(F)F)C